(3-chloroadamantan-1-yl)methanamine HCl salt Cl.ClC12CC3(CC(CC(C1)C3)C2)CN